2-(1-(4-amino-3-(2,3-difluoro-4-methoxyphenyl)-1H-pyrazolo[3,4-d]pyrimidin-1-yl)ethyl)-5-chloro-3-(5-fluoropyridin-3-yl)quinazolin-4(3H)-one NC1=C2C(=NC=N1)N(N=C2C2=C(C(=C(C=C2)OC)F)F)C(C)C2=NC1=CC=CC(=C1C(N2C=2C=NC=C(C2)F)=O)Cl